NC1=CC(=C(C=C1Cl)S(=O)(=O)N(C1=NC=NS1)CC1=C(C=C(C=C1)OC)OC)F 4-amino-5-chloro-N-(2,4-dimethoxybenzyl)-2-fluoro-N-(1,2,4-thiadiazol-5-yl)benzenesulfonamide